L-γ-glutamyl-p-nitroaniline N[C@@H](CCC(=O)NC1=CC=C(C=C1)[N+](=O)[O-])C(=O)O